3-Iodo-2-propynyloxyethanol ICC#COCCO